tert-butyl ((5,7,7-trimethyl-4,5,6,7-tetrahydrobenzo[d]isoxazol-5-yl)methyl)carbamate CC1(CC(C2=C(C=NO2)C1)(C)C)CNC(OC(C)(C)C)=O